CC(C=C)NN1C(=CC(C(=C1)C(=O)N)=O)C(=O)N 1-(1-methylallylamino)-4-oxo-pyridine-2,5-dicarboxamide